C(=C\C)/B1OC(C)(C)C(C)(C)O1 trans-1-propenylboronic acid pinacol ester